C1(=CC=C(C=C1)NC1=CC=CC=2C(C3=CC=CC=C3C(C12)=O)=O)C toluidino-9,10-anthraquinone